CN1C(C(=C(C2=CC(=CC=C12)C)N1CCC(CC1)C=1OC2=C(N1)C=C(C=C2)C)C(=O)N)=O 1,6-dimethyl-4-[4-(5-methyl-1,3-benzoxazol-2-yl)piperidin-1-yl]-2-oxo-1,2-dihydroquinoline-3-carboxamide